(E)-1-[2-Hydroxy-4-[3-hydroxy-4-[(E)-3-(4-hydroxyphenyl)prop-2-enoyl]-5-methoxyphenoxy]-6-methoxyphenyl]-3-(4-hydroxyphenyl)prop-2-en-1-one OC1=C(C(=CC(=C1)OC1=CC(=C(C(=C1)OC)C(\C=C\C1=CC=C(C=C1)O)=O)O)OC)C(\C=C\C1=CC=C(C=C1)O)=O